Rac-5-[4-amino-2-(4-fluoroanilino)thiazole-5-carbonyl]-N-(3,3-dimethylcyclopentyl)isoxazole-3-carboxamide Benzyl-4-{4-[4-(dibutoxymethyl)piperidin-1-yl]phenyl}piperidine-1-carboxylate C(C1=CC=CC=C1)OC(=O)N1CCC(CC1)C1=CC=C(C=C1)N1CCC(CC1)C(OCCCC)OCCCC.NC=1N=C(SC1C(=O)C1=CC(=NO1)C(=O)N[C@H]1CC(CC1)(C)C)NC1=CC=C(C=C1)F |r|